6-[(1-acetyl-4-piperidyl)methoxy]-2-[(2R)-3-(3,4-dihydro-1H-isoquinolin-2-yl)-2-hydroxy-propyl]-3,4-dihydroisoquinolin-1-one C(C)(=O)N1CCC(CC1)COC=1C=C2CCN(C(C2=CC1)=O)C[C@@H](CN1CC2=CC=CC=C2CC1)O